1-(5-amino-3-chloro-2-pyridyl)pyrazole-4-carbonitrile NC=1C=C(C(=NC1)N1N=CC(=C1)C#N)Cl